C(C)(C)(C)OC(=O)N1CCC(=CC1)C=1C=C(OC1)C(=O)[O-].[Li+] lithium 4-(1-tert-butoxycarbonyl-1,2,3,6-tetrahydro-pyridin-4-yl)-furan-2-carboxylate